(R)-2-(4-ethyl-4,5-dihydrooxazol-2-yl)aniline C(C)[C@H]1N=C(OC1)C1=C(N)C=CC=C1